FC1(COC1)C1=CC(=NC=C1)N1N=CC(=C1)S(=O)(=O)NC=1C(=CC=C2C=NN(C12)C)OC 1-(4-(3-FLUOROOXETAN-3-YL)PYRIDIN-2-YL)-N-(6-METHOXY-1-METHYL-1H-INDAZOL-7-YL)-1H-PYRAZOLE-4-SULFONAMIDE